1-((5-(5-(difluoromethyl)-1,3,4-oxadiazole-2-yl)pyridine-2-yl)methyl)-6-fluoro-5-(1H-indazole-5-yl)-3-(1-methylpiperidine-4-yl)-1,3-dihydro-2H-benzo[d]imidazole-2-one FC(C1=NN=C(O1)C=1C=CC(=NC1)CN1C(N(C2=C1C=C(C(=C2)C=2C=C1C=NNC1=CC2)F)C2CCN(CC2)C)=O)F